1-(2,6-Dimethyl-phenyl)[1]benzopyrano[3,4-d]imidazol-4(1H)-one CC1=C(C(=CC=C1)C)N1C=NC2=C1C1=C(OC2=O)C=CC=C1